NC=1C(=C2N(N=C(C(=C2)C)C2CC2)C1C1=C(C(=CC=C1C)OC)C)C(=O)N 6-amino-2-cyclopropyl-7-(3-methoxy-2,6-dimethylphenyl)-3-methylpyrrolo[1,2-b]pyridazine-5-carboxamide